2-methyl-8-[4-(trifluoromethyl)phenyl]pyrazolo[3,4-b]indol-5-amine CN1N=C2N(C3=CC=C(C=C3C2=C1)N)C1=CC=C(C=C1)C(F)(F)F